3-(tert-butylamino)-4-((4-(5-(chlorodifluoromethyl)-1,2,4-oxadiazol-3-yl)phenyl)amino)cyclobut-3-ene-1,2-dione C(C)(C)(C)NC=1C(C(C1NC1=CC=C(C=C1)C1=NOC(=N1)C(F)(F)Cl)=O)=O